NC(=S)S aminodithioformic acid